C(C1=CC=CC=C1)OC=1C=C(C=CC1)C(C(=O)OC)C#N methyl 2-[3-(benzyloxy) phenyl]-2-cyanoacetate